(5-methyl-furan-2-yl)methanol CC1=CC=C(O1)CO